ClC=1C(=CC(=NC1)OC)C1=CC(=NN1)C(=O)N1CCC(CC1)C(=O)NC1C(COC2=CC=CC=C12)OC (5-(5-chloro-2-methoxypyridin-4-yl)-1H-pyrazole-3-carbonyl)-N-(3-methoxy-chroman-4-yl)piperidine-4-carboxamide